ClC1=C(C=C(C=C1)CC(=O)NC1=CCN(C=C1)[C@@H]1[C@H](CCC1)O)O 4-[[2-(4-Chloro-3-hydroxyphenyl)acetyl]amino]-N-[(1s,2s)-2-hydroxycyclopentyl]pyridin